BrC1=C(C=CN=N1)C 6-bromo-5-methylpyridazin